1-allyl-1-chlorosilacyclopentane C(C=C)[Si]1(CCCC1)Cl